C(C)OP(=O)(CC(C[C@H]1N(COC1=O)C(=O)OCC1=CC=CC=C1)=O)OCC R-4-[3-(diethoxyphosphinyl)-2-oxopropyl]-5-oxo-3-oxazolidinecarboxylic acid, 3-(phenylmethyl) ester